tert-butyl (2S,4R)-2-[4-[cyclopropylmethyl-[[4-(4-methyl-1,3-thiazol-5-yl)phenyl]methyl] carbamoyl]-1H-imidazol-2-yl]-4-hydroxypyrrolidine-1-carboxylate C1(CC1)CN(C(=O)C=1N=C(NC1)[C@H]1N(C[C@@H](C1)O)C(=O)OC(C)(C)C)CC1=CC=C(C=C1)C1=C(N=CS1)C